Ethyl 6-(acetoxymethyl)oct-7-en-4-ynoate C(C)(=O)OCC(C#CCCC(=O)OCC)C=C